Cl.N[C@H](C(=O)O)CCN(C(CO)=O)[C@H](C(C)(C)C)C=1N(C=C(C1)C1=C(C=CC(=C1)F)F)CC1=CC=CC=C1 (2S)-2-Amino-4-[{(1R)-1-[1-benzyl-4-(2,5-difluorophenyl)-1H-pyrrol-2-yl]-2,2-dimethylpropyl}(glycoloyl)amino]butanoic acid hydrochloride